C[N+]1=CC=C(C=C1)C1=CC=[N+](C=C1)C1=CC=C(C=C1)F 1-methyl-1'-(4-fluorophenyl)-4,4'-bipyridinium